(1S,2S)-2-[(3,5-Dichlorophenyl)carbonyl]cyclopropane-1-carboxylic acid ClC=1C=C(C=C(C1)Cl)C(=O)[C@@H]1[C@H](C1)C(=O)O